1-ethyl-1H-pyrrolo[2,3-b]Pyridine-5-carboxylic acid C(C)N1C=CC=2C1=NC=C(C2)C(=O)O